N-[2-Hydroxy-2-methyl-propyl]4-[4-(4-pyridyl)-benzyl]-pyrrolo[1,2-b]pyridazin-2-carboxamid OC(CNC(=O)C=1C=C(C=2N(N1)C=CC2)CC2=CC=C(C=C2)C2=CC=NC=C2)(C)C